ClC=1C(=CC2=C(CC(O2)C2=CC(=CC(=C2)Br)Br)C1)F 5-chloro-2-(3,5-dibromophenyl)-6-fluoro-2,3-dihydrobenzofuran